(R)-2-(4-chloro-2-(3-methylmorpholinyl)-5H-pyrrolo[2,3-d]pyrimidin-7(6H)-yl)-2-oxoethyl acetate C(C)(=O)OCC(=O)N1CCC2=C1N=C(N=C2Cl)N2[C@@H](COCC2)C